ClC1=C(C=C(C(=O)N(C)C2=C(C=CC=C2C)OC)C=C1)C=1C=NC(=CC1C)N1N=CC=C1 4-chloro-N-(2-methoxy-6-methyl-phenyl)-N-methyl-3-(4-methyl-6-pyrazol-1-yl-pyridin-3-yl)-benzamide